CN(S(=O)(=O)NC([O-])=O)CCOC1OCCCC1 [methyl(2-tetrahydropyran-2-yloxyethyl)sulfamoyl]carbamate